N1C=NC=C1C1CCN(CC1)CCCN1CCN(CC1)C(=O)OCC1=CC(=CC(=C1)Cl)Cl 3,5-dichlorobenzyl 4-(3-(4-(1H-imidazol-5-yl)piperidin-1-yl)propyl)piperazine-1-carboxylate